5,10-Dimethyl-10,15-dihydro-5H-diindolo[3,2-a:3',2'-c]carbazole CN1C=2C=CC=CC2C=2C1=C1C(=C3C=4C=CC=CC4N(C23)C)NC=2C=CC=CC21